(±)-1-(8-Fluoro-6-(5-fluoro-2-((5-(piperazin-1-yl)pyridin-2-yl)amino)pyrimidin-4-yl)quinolin-4-yl)ethanol trihydrochloride Cl.Cl.Cl.FC=1C=C(C=C2C(=CC=NC12)[C@@H](C)O)C1=NC(=NC=C1F)NC1=NC=C(C=C1)N1CCNCC1 |r|